NC=1C=C(C=CC1F)/C=C/C(=O)C1=CC=C(C(=O)O)C=C1 4-[(E)-3-(3-Amino-4-fluorophenyl)prop-2-enoyl]benzoic acid